COC(CC1=CC=C(C=C1)B(O)O)=O (4-(2-methoxy-2-oxoethyl)phenyl)boronic acid